5-((S)-1-(((R)-2-hydroxy-3-oxo-3-(4-(5-(trifluoromethyl)pyrimidin-2-yl)piperazin-1-yl)propoxy)methyl)isoindolin-2-yl)-4-(trifluoromethyl)pyridazin-3(2H)-one O[C@H](COC[C@H]1N(CC2=CC=CC=C12)C1=C(C(NN=C1)=O)C(F)(F)F)C(N1CCN(CC1)C1=NC=C(C=N1)C(F)(F)F)=O